CN(C(C=C1CCN(CC1)C1=CC=C2C(=N1)COCC2NC)=O)C N,N-dimethyl-2-[1-[5-(methylamino)-6,8-dihydro-5H-pyrano[3,4-b]pyridin-2-yl]-4-piperidylidene]acetamide